(1,8-diethyl-1,3,4,9-tetrahydropyrano[3,4-b]indol-1-yl)acetic acid C(C)C1(OCCC2=C1NC1=C(C=CC=C21)CC)CC(=O)O